NC=1C=2N(C=C(N1)C(F)(F)F)C(=CN2)C=2C=C(C=CC2C)S(=O)(=O)N2CC(CCC2)NC(OC(C)(C)C)=O tert-Butyl (1-((3-(8-amino-6-(trifluoromethyl)imidazo[1,2-a]pyrazin-3-yl)-4-methylphenyl)sulfonyl)piperidin-3-yl)carbamate